C(CCC)C=1C=CC(=NC1)C(=O)NNC1=CC=CC=C1 5-butyl-N'-phenylpicolinohydrazide